C(=O)(O)CCCCOC=1C(=C2CCCC2=C(C1)OCC=1C(=C(C=CC1)C1=CC=CC=C1)C)CN1[C@@H](CCCC1)C(=O)O (S)-1-((5-(4-carboxybutoxy)-7-((2-methyl-[1,1'-biphenyl]-3-yl)methoxy)-2,3-dihydro-1H-inden-4-yl)methyl)piperidine-2-carboxylic acid